C(C1=CC=CC=C1)NC(N(C1=NC=C(C=C1)C=1C=NN(C1)C)[C@@H]1CC[C@H](CC1)NC1=NC=C(C(=N1)N1CCN(CCC1)C)C#N)=O 3-benzyl-1-(trans-4-((5-cyano-4-(4-methyl-1,4-diazepan-1-yl)pyrimidin-2-yl)amino)-cyclohexyl)-1-(5-(1-methyl-1H-pyrazol-4-yl)pyridin-2-yl)urea